(E)-2-methyl-3-(2-oxoquinolin-1(2H)-yl)-3-(pyridin-2-yl)acrylic acid methyl ester COC(\C(=C(/C1=NC=CC=C1)\N1C(C=CC2=CC=CC=C12)=O)\C)=O